CN(S(=O)(=O)C1=CC=C(C=C1)C1=C(C2=C(N=C(NC2=O)NC(C(C)(C)C)=O)N1)C=1C(=NN(C1)CC1=CC=C(C(=O)OC)C=C1)OC)C Methyl 4-((4-(6-(4-(N,N-dimethylsulfamoyl)phenyl)-4-oxo-2-pivalamido-4,7-dihydro-3H-pyrrolo[2,3-d]pyrimidin-5-yl)-3-methoxy-1H-pyrazol-1-yl)methyl)benzoate